N,N-diethyl-N-methyl-N-pentyl-Ammonium bis(trifluoromethanesulfonyl)imide [N-](S(=O)(=O)C(F)(F)F)S(=O)(=O)C(F)(F)F.C(C)[N+](CCCCC)(C)CC